trans-gondoic acid C(CCCCCCCCC\C=C\CCCCCCCC)(=O)O